COC=1C=C(C=CC1OC)C1(C(N=NC(=C1)C)=O)C(=O)C1C(C2CCC(C1=O)C2)=O 3-[4-(3,4-dimethoxyphenyl)-6-methyl-3-oxo-pyridazine-4-carbonyl]bicyclo[3.2.1]octane-2,4-dione